C(#N)C=1C=C(COC2=C(C=C(C=C2)NC(=O)C2=CC=CC=3NC=NC32)N3N=NN=C3)C=CC1 N-(4-((3-cyanobenzyl)oxy)-3-(1H-tetrazol-1-yl)phenyl)-1H-benzo[d]imidazole-4-carboxamide